C(C)(C)(C)OC(=O)N1CCC(CC1)(F)CCCOC1=CC(=C(C=C1)Br)C.C1(C=CC(N1C=1C=C(C(=O)C2C(=O)N(C(C2)=O)O)C=CC1)=O)=O (m-maleimidobenzoyl)N-hydroxysuccinimide tert-butyl-4-[3-(4-bromo-3-methyl-phenoxy)propyl]-4-fluoro-piperidine-1-carboxylate